2-(Endo-3-amino-8-azabicyclo[3.2.1]oct-8-yl)-5-(3,4-dichloro-2-methyl-2H-indazol-5-yl)-3-methyl-3,7-dihydro-4H-pyrrolo[2,3-d]pyrimidin-4-one NC1CC2CCC(C1)N2C=2N(C(C1=C(N2)NC=C1C1=C(C2=C(N(N=C2C=C1)C)Cl)Cl)=O)C